trans-tert-butyl-cyclohexanol C(C)(C)(C)C1(CCCCC1)O